1,2,3-Trin-dodecyloxybenzene C(CCCCCCCCCCC)OC1=C(C(=CC=C1)OCCCCCCCCCCCC)OCCCCCCCCCCCC